chlorosebacic acid ClC(C(=O)O)CCCCCCCC(=O)O